O=[S@@]1CCC=2N=C(N=C(C21)NC2CCOCC2)N2CC1=CC=C(C=C1C2)C(=O)OC |r| methyl (R/S)-2-(5-oxido-4-((tetrahydro-2H-pyran-4-yl)amino)-6,7-dihydrothieno[3,2-d]pyrimidin-2-yl)isoindoline-5-carboxylate